methyl N-[5-({4-[(2S)-2-({2-cyclopropyl-7-methylthieno[3,2-d]pyrimidin-4-yl}amino)propyl]piperazin-1-yl}sulfonyl)-4-methyl-1,3-thiazol-2-yl]carbamate C1(CC1)C=1N=C(C2=C(N1)C(=CS2)C)N[C@H](CN2CCN(CC2)S(=O)(=O)C2=C(N=C(S2)NC(OC)=O)C)C